(2-cyanoethyl)-1H-imidazole-2-carboxylic acid ethyl ester C(C)OC(=O)C=1N(C=CN1)CCC#N